4-[[4-[4-[(2-chlorophenyl)carbamoyl]anilino]-5-fluoro-pyrimidin-2-yl]amino]-2-fluoro-benzoic acid ClC1=C(C=CC=C1)NC(=O)C1=CC=C(NC2=NC(=NC=C2F)NC2=CC(=C(C(=O)O)C=C2)F)C=C1